C(C)(C)(C)C1=CC=C(C=C1)C1=NNC2=NC=C(C=C21)C2=CC=C(C=C2)N2CCN(CC2)C 3-(4-(tert-butyl)phenyl)-5-(4-(4-methylpiperazin-1-yl)phenyl)-1H-pyrazolo[3,4-b]pyridine